COC1=CC=C(C=C1)C12C[C@H]3C([C@H](CC(C1)C3)C2)C(CCCCCC)=O 1-((1R,3S,5s,7s)-5-(4-methoxyphenyl)adamantan-2-yl)heptan-1-one